tri-n-pentylamine tetraphosphate salt OP(O)(=O)OP(=O)(O)OP(=O)(O)OP(=O)(O)O.C(CCCC)N(CCCCC)CCCCC